ethyl 6-((5-chloro-3-(2,2,2-trifluoroethoxy)pyridin-2-yl)oxy)-5-methyl-[1,2,4]triazolo[1,5-a]pyridine-2-carboxylate ClC=1C=C(C(=NC1)OC=1C=CC=2N(C1C)N=C(N2)C(=O)OCC)OCC(F)(F)F